1-(oxetan-3-yl)-4-(5-(4,4,5,5-tetramethyl-1,3,2-dioxaborolane-2-yl)-2,3-dihydro-1H-inden-1-yl)piperazine O1CC(C1)N1CCN(CC1)C1CCC2=CC(=CC=C12)B1OC(C(O1)(C)C)(C)C